4-(2-hydroxy-3-m-tolylaminopropyl)-1,3-dihydroimidazole-2-thione OC(CC=1NC(NC1)=S)CNC=1C=C(C=CC1)C